C(C)(C)(C)C1=CC=CCC1 2-(tert-butyl)-4H-benzol